C(C)(=O)C1=CNC(C=2C(=CC(=NC12)C1=C(C=CC=C1F)F)NC1=NC=C(C=C1)N1CCC(CC1)O)=O 8-Acetyl-2-(2,6-difluorophenyl)-4-((5-(4-hydroxypiperidin-1-yl)pyridin-2-yl)amino)-1,6-naphthyridin-5(6H)-one